methyl 3-((6-((2,2,6,6-tetramethyltetrahydro-2H-pyran-4-yl)oxy)pyridazin-3-yl)sulfonyl)propanoate CC1(OC(CC(C1)OC1=CC=C(N=N1)S(=O)(=O)CCC(=O)OC)(C)C)C